(R)-N-(1-(3-(5-(azetidin-1-ylmethyl)thiophen-2-yl)phenyl)ethyl)-5-(azetidin-3-yloxy)-2-methylbenzamide N1(CCC1)CC1=CC=C(S1)C=1C=C(C=CC1)[C@@H](C)NC(C1=C(C=CC(=C1)OC1CNC1)C)=O